FC1=CC(=C(C=C1)[C@H]1[C@@H](O[C@]([C@@H]1C)(C(F)(F)F)C)C(=O)NC1=CC(=NC=C1)C(=O)N)O (2R,3S,4R,5R)-4-[[3-(4-Fluoro-2-hydroxy-phenyl)-4,5-dimethyl-5-(trifluoromethyl)tetrahydrofuran-2-carbonyl]amino]pyridin-2-carboxamid